methyl 7-azido-2-(3-bromophenyl)-2,6,6-trimethylheptanoate N(=[N+]=[N-])CC(CCCC(C(=O)OC)(C)C1=CC(=CC=C1)Br)(C)C